ClC1=C(C=CC(=C1)Cl)N1N=C(C=C1C(C)(C)C)C(=O)[O-] 1-(2,4-dichlorophenyl)-5-(1,1-dimethyl-ethyl)pyrazole-3-carboxylate